C1(CC1)C1=C(C(=NO1)C1=C(C=CC=C1)OC(F)(F)F)COC1C[C@H]2CC[C@@H](C1)N2C(=O)OC(C)(C)C (1R,3R,5S)-tert-butyl 3-((5-cyclopropyl-3-(2-(trifluoromethoxy)phenyl)isoxazol-4-yl)methoxy)-8-azabicyclo[3.2.1]octane-8-carboxylate